(2R)-2-[(4-amino-3,5-dichloro-6-fluoro-2-pyridinyl)oxy]propionic acid tetrahydro-furan-2-ylmethyl ester O1C(CCC1)COC([C@@H](C)OC1=NC(=C(C(=C1Cl)N)Cl)F)=O